C(C)(=O)C(N1N=NC(=C1C(=O)O)OC1=CC(=C(C=C1)Cl)Cl)O 1-(acetylhydroxymethyl)-4-(3,4-dichlorophenoxy)-1H-1,2,3-triazole-5-carboxylic acid